NC1=NC=2C=NC(=CC2C2=C1COC2)C(=O)N(C)[C@@H]2COC1=C2C=CC(=C1)Cl 4-amino-N-((3S)-6-chloro-2,3-dihydro-1-benzofuran-3-yl)-N-methyl-1,3-dihydrofuro[3,4-c][1,7]naphthyridine-8-carboxamide